iodine (I) sulfur 2-(imidazo[2,1-b]thiazol-3-yl)-N-[4-(2-methyl-1H-indol-3-yl)thiazol-2-yl]acetamide S1C=2N(C(=C1)CC(=O)NC=1SC=C(N1)C1=C(NC3=CC=CC=C13)C)C=CN2.[S+2].[I+]